N-[6-(5-chloro-1,3-benzothiazol-2-yl)spiro[3.3]heptan-2-yl]-2-(diethylamino)pyridine-4-carboxamide ClC=1C=CC2=C(N=C(S2)C2CC3(CC(C3)NC(=O)C3=CC(=NC=C3)N(CC)CC)C2)C1